(3-(aminomethyl)phenyl)boronic acid hydrochloride Cl.NCC=1C=C(C=CC1)B(O)O